3-Chloro-7-(2-((3aS,4R,6aR)-4-(4-chloro-7H-pyrrolo[2,3-d]pyrimidin-7-yl)-2,2-dimethyl-3a,6a-dihydro-4H-cyclopenta[d][1,3]dioxol-6-yl)ethyl)-6-fluoroquinolin-2-amine ClC=1C(=NC2=CC(=C(C=C2C1)F)CCC1=C[C@H]([C@H]2[C@@H]1OC(O2)(C)C)N2C=CC1=C2N=CN=C1Cl)N